1,4-dibromo-2,3-diaminobenzene BrC1=C(C(=C(C=C1)Br)N)N